CC1(CNCCC1)O 3-Methylpiperidin-3-ol